NN=CNC(CC1=C(C=CC=C1Cl)Cl)=O N-(aminoiminomethyl)-2,6-dichloro-benzeneacetamide